N[C@@H](C(=O)O[C@@H]1[C@H](O[C@]([C@]1(C)F)(C1=CC=C2C(=NC=NN21)NC(C(C)C)=O)C#N)COC(CC2CCCCC2)=O)C(C)(C)C (2R,3R,4R,5R)-5-cyano-2-((2-cyclohexylacetoxy)methyl)-4-fluoro-5-(4-isobutyramidopyrrolo[2,1-f][1,2,4]triazin-7-yl)-4-methyltetrahydrofuran-3-yl (R)-2-amino-3,3-dimethylbutanoate